C(C)OC1=C(C=C(C=C1)C1=NC=CC(=N1)C1=CC(=C(C(=C1)OC)OC)OC)F 2-(4-ethoxy-3-fluorophenyl)-4-(3,4,5-trimethoxyphenyl)pyrimidine